(2s,3s,4r,5r)-5-(2-(5-chloropyridin-3-yl)-6-((oxazol-4-ylmethyl)amino)-9H-purin-9-yl)-3,4-dihydroxy-N-(methyl-d3)tetrahydrofuran-2-carboxamide ClC=1C=C(C=NC1)C1=NC(=C2N=CN(C2=N1)[C@H]1[C@@H]([C@@H]([C@H](O1)C(=O)NC([2H])([2H])[2H])O)O)NCC=1N=COC1